diphenyl-quinoline iridium [Ir].C1(=CC=CC=C1)C=1C(=NC2=CC=CC=C2C1)C1=CC=CC=C1